1,1'-carbonyldioxy-di-1,2,3-benzotriazole C(=O)(ON1N=NC2=C1C=CC=C2)ON2N=NC1=C2C=CC=C1